4-[1-(1,3-dihydrobenzo[c]thiophen-4-yl)ethyl]-1H-imidazole C1SCC2=C1C=CC=C2C(C)C=2N=CNC2